COC=1C=CC(=C(C=O)C1)O 5-(methoxy)-2-hydroxybenzaldehyde